ClC1=CC=CC(=N1)C=1C=C(C=2OCCNC2N1)N1CC=CC=C1 N-[6-(6-chloropyridin-2-yl)-2H,3H,4H-pyrido[3,2-b][1,4]oxazin-8-yl]pyridin